CC=1N(C=CN1)[N+](=O)[O-] 2-methyl-nitro-1H-imidazole